(4,7-difluoro-1-oxo-1,2-dihydroisoquinolin-6-yl)boronic acid FC1=CNC(C2=CC(=C(C=C12)B(O)O)F)=O